(4-(7,7-dimethyl-5,6,7,8-tetrahydro-1,8-naphthyridin-2-yl)butoxy)pyrrolidine-1-carboxylic acid (R)-tert-butyl ester C(C)(C)(C)OC(=O)N1C(CCC1)OCCCCC1=NC=2NC(CCC2C=C1)(C)C